FC1(CN(C1)C=1C=C(C=CC1)S(=O)(=O)N1C=C(C=C1C1=C(C=CC=C1)F)CNC)F 1-(1-((3-(3,3-difluoroazetidin-1-yl)phenyl)sulfonyl)-5-(2-fluorophenyl)-1H-pyrrol-3-yl)-N-methyl-methylamine